COC(=O)C1CN[C@@H]2CC=3C4=C(C2=C1)C=CC=C4NC3.C(C)OC3=C(C=CC(=C3)OCC)C3=NC(=CC(=C3)C3=CC=C(C=C3)N(C3=CC=C(C=C3)OCCCCC)C3=CC=C(C=C3)OCCCCC)C3=C(C=C(C=C3)OCC)OCC 2,6-bis(2,4-diethyloxyphenyl)-4-(4-bis(4-pentyloxyphenyl)aminophenyl)pyridine methyl-(6aR)-4,6,6a,7,8,9-hexahydroindolo[4,3-fg]quinoline-9-carboxylate